C(CCCCCCCCC)(=O)OCCCCCCCCOC1=CC(=C(C=C1)OCCCCCCCCOC(CCCCCCCCC)=O)CO ((2-(hydroxymethyl)-1,4-phenylene)bis(oxy))bis(octane-8,1-diyl) bis(decanoate)